4-vinylphenyltris(dimethylsiloxy)silane C(=C)C1=CC=C(C=C1)[Si](O[SiH](C)C)(O[SiH](C)C)O[SiH](C)C